1-(tert-butyl) 2-methyl 6-methoxy-1H-indole-1,2-dicarboxylate COC1=CC=C2C=C(N(C2=C1)C(=O)OC(C)(C)C)C(=O)OC